(Z)-2-(hex-3-en-1-yl)cyclopentan-1-one C(C\C=C/CC)C1C(CCC1)=O